CN(C(OC)=S)C methyl N,N-dimethylthiocarbamate